bromo-1,8-naphthyridine BrC1=NC2=NC=CC=C2C=C1